FC1(CCC2=C(C=CC=C12)[C@@H](C)NC(=O)C=1C2=C(C(N(C1)C1CCOCC1)=O)C=CN2)F (R)-N-(1-(1,1-difluoro-2,3-dihydro-1H-inden-4-yl)ethyl)-4-oxo-5-(tetrahydro-2H-pyran-4-yl)-4,5-dihydro-1H-pyrrolo[3,2-c]pyridine-7-carboxamide